(2-ethylhexyl) 2-ethylhexanoate ((2-ethylhexyl) 2-ethylhexanoate) C(C)C(CC(C(=O)O)(CCCC)CC)CCCC.C(C)C(C(=O)OCC(CCCC)CC)CCCC